1-(tetrahydro-2H-pyran-4-yl)-6-(2-(2-(trifluoromethyl)pyridin-4-yl)-2,6-diazaspiro[3.4]octan-6-yl)-1H-pyrazolo[3,4-b]pyrazine O1CCC(CC1)N1N=CC=2C1=NC(=CN2)N2CC1(CN(C1)C1=CC(=NC=C1)C(F)(F)F)CC2